tiglat C(\C(\C)=C\C)(=O)[O-]